ethylene oxide dioleate C(CCCCCCC\C=C/CCCCCCCC)(=O)O.C(CCCCCCC\C=C/CCCCCCCC)(=O)O.C1CO1